FC=1C=C(C=C(C1)C(F)(F)F)C1=CC(=C(C=C1)OC1=CC=C(C=C1)F)C(=O)NCC1=CC=C(C(=O)O)C=C1 4-((3'-Fluoro-4-(4-fluorophenoxy)-5'-(trifluoromethyl)-[1,1'-biphenyl]-3-carboxamido)methyl)benzoic acid